4'-Chloro-6-(pyridin-2-yl)-[1,1'-biphenyl]-3-carbaldehyde ClC1=CC=C(C=C1)C1=CC(=CC=C1C1=NC=CC=C1)C=O